FC1=NC=CC(=C1)C1=NC=2C(=NC(=CC2)C(F)(F)F)N1C=1C=C2CCNC2=CC1 5-[2-(2-Fluoro-4-pyridyl)-5-(trifluoromethyl)imidazo[4,5-b]pyridin-3-yl]indolin